triethylene glycol bis[3-(3-tert-butyl-5-methyl-4-hydroxy-phenyl) propionate] C(C)(C)(C)C=1C=C(C=C(C1O)C)CCC(=O)OCCOCCOCCOC(CCC1=CC(=C(C(=C1)C)O)C(C)(C)C)=O